4-(benzylthio)-3-methylaniline C(C1=CC=CC=C1)SC1=C(C=C(N)C=C1)C